tert-Butyl 4-(1-methyl-4-(trifluoromethyl)-1H-imidazol-2-yl)piperidine-1-carboxylate CN1C(=NC(=C1)C(F)(F)F)C1CCN(CC1)C(=O)OC(C)(C)C